SCC=1C(=C(C=CC1)SC1=C(C(=CC=C1)CS)CS)CS bis(mercaptomethyl)phenylsulfide